ethyl 2-butoxycyclopropanecarboxylate C(CCC)OC1C(C1)C(=O)OCC